[3-(2,2-difluoroethoxy)-4-nitrophenyl]-1-(isopropyl)-1H-pyrazole FC(COC=1C=C(C=CC1[N+](=O)[O-])C1=NN(C=C1)C(C)C)F